2,2'-dihydroxy-4,4'-dimethoxy-benzophenon OC1=C(C(=O)C2=C(C=C(C=C2)OC)O)C=CC(=C1)OC